C(C)(C)(C)NS(=O)(=O)C=1SC(=CC1C1=CC=C(C=C1)CN1C(=NC=C1)C)CC(C)C N-tert-butyl-5-isobutyl-3-[4-[(2-methylimidazol-1-yl)methyl]phenyl]thiophene-2-sulfonamide